5-(acetylsulfamoyl)-N-[6-(5-chloro-1,3-benzoxazol-2-yl)spiro[3.3]heptan-2-yl]furan-2-carboxamide C(C)(=O)NS(=O)(=O)C1=CC=C(O1)C(=O)NC1CC2(C1)CC(C2)C=2OC1=C(N2)C=C(C=C1)Cl